C(C)(=O)C1=CC=C(C=C1)N1CCC2(C(C=3C=CSC3N=C12)=O)O 12-(4-acetylphenyl)-9-hydroxy-4-thia-2,12-diazatricyclo[7.3.0.03,7]dodeca-1,3(7),5-trien-8-one